(R)-3-allylmorpholine C(C=C)[C@H]1NCCOC1